1-(4-Bromo-2-fluoro-phenyl)-5-(hydroxymethyl)pyrrolidin-2-one BrC1=CC(=C(C=C1)N1C(CCC1CO)=O)F